C(C)OC(=O)C1=NN(N=C1)C 2-Methyl-2H-1,2,3-triazole-4-carboxylic acid ethyl ester